ClC=1C=C(OC2(C(CC2(C)C)(C)C)C2(NN=CC=C2)C(=O)N)C=CC1C#N 3-((3-chloro-4-cyanophenoxy)-2,2,4,4-tetramethylcyclobutyl)pyridazine-3-carboxamide